1-(3-fluoro-5-methyl-4-(3-(6-morpholinopyridin-2-yl)-1H-pyrazolo[3,4-c]pyridin-5-yl)phenyl)-N-methylmethanamine FC=1C=C(C=C(C1C=1C=C2C(=CN1)NN=C2C2=NC(=CC=C2)N2CCOCC2)C)CNC